4-((3s,4r)-4-(4-benzylpiperazin-1-yl)-3-fluoropiperidin-1-yl)-1-(2,6-bis(benzyloxy)pyridin-3-yl)-3,3-dimethylindol-2-one C(C1=CC=CC=C1)N1CCN(CC1)[C@H]1[C@H](CN(CC1)C1=C2C(C(N(C2=CC=C1)C=1C(=NC(=CC1)OCC1=CC=CC=C1)OCC1=CC=CC=C1)=O)(C)C)F